(R)-2-amino-N-(5-cyclopropyl-6-(2-hydroxy-4-(trifluoromethyl)phenyl)pyridazin-3-yl)propanamide tert-butyl-3-(2,5-dichlorophenyl)pyrrolidine-1-carboxylate C(C)(C)(C)OC(=O)N1CC(CC1)C1=C(C=CC(=C1)Cl)Cl.N[C@@H](C(=O)NC=1N=NC(=C(C1)C1CC1)C1=C(C=C(C=C1)C(F)(F)F)O)C